4-(2,3-Dihydroxyphenyl)piperidine-1-carboxylate OC1=C(C=CC=C1O)C1CCN(CC1)C(=O)[O-]